CC=1SC=CC1C1=NN2C=NC=3C=CC=CC3C2=N1 2-methylthiophen-3-yl[1,2,4]triazolo[1,5-c]quinazolin